FC=1C=2N(C=C(C1)NC(=O)N1CCC=3C1=NC=CC3N3CC1CCC(C3)N1C(=O)OC(C)(C)C)C=C(N2)C tert-butyl 3-(1-((8-fluoro-2-methylimidazo[1,2-a]pyridin-6-yl) carbamoyl)-2,3-dihydro-1H-pyrrolo[2,3-b]pyridin-4-yl)-3,8-diazabicyclo[3.2.1]octane-8-carboxylate